5-amino-7-[ethoxy(propyl)carbamoyl]-6H-thieno[3,2-b]azepine NC=1CC(=CC2=C(N1)C=CS2)C(N(CCC)OCC)=O